1-(4-(benzylamino)-7-(1-(methylsulfonyl)piperidin-4-yl)pyrrolo[2,1-f][1,2,4]triazin-2-yl)-2-methyl-1H-indole-4-carboxamide C(C1=CC=CC=C1)NC1=NC(=NN2C1=CC=C2C2CCN(CC2)S(=O)(=O)C)N2C(=CC=1C(=CC=CC21)C(=O)N)C